N(C1=CC=CC=C1)C1=CC=2C3(C4=CC=C(C=C4OC2C=C1C)N(CCC(C)C)CC)OC(=O)C1=CC=CC=C13 2'-anilino-6'-(N-ethyl-N-isopentylamino)-3'-methylspiro[phthalid-3,9'-xanthene]